(3-((tert-butoxycarbonyl)amino)butyl)carbamic acid C(C)(C)(C)OC(=O)NC(CCNC(O)=O)C